(3S,4S) or (3R,4R)-4-(4-(2-chloro-6-vinylquinazolin-7-yl)piperazin-1-yl)-4-methyltetrahydrofuran-3-ol ClC1=NC2=CC(=C(C=C2C=N1)C=C)N1CCN(CC1)[C@@]1([C@@H](COC1)O)C |o1:19,20|